OCCN=C1N=C(N(S1)C1=CC=CC=C1)C1=CC=CC=C1 5-(2-Hydroxyethylimino)-2,3-diphenyl-2,5-dihydro-1,2,4-thiadiazole